NC1CCC(CC1)(F)CN1CCC2(CN(C2)C2=NC=NC=C2OC2=C(C(=O)N(C(C)C)CC)C=C(C=C2)F)CC1 2-((4-(7-(((1r,4r)-4-amino-1-fluorocyclohexyl)methyl)-2,7-diazaspiro[3.5]nonan-2-yl)pyrimidin-5-yl)oxy)-N-ethyl-5-fluoro-N-isopropylbenzamide